CC(CC(C)C)=NCCC[Si](OC)(OC)OC N-(1,3-dimethylbutylidene)-3-aminopropyl-trimethoxysilane